OC1=C(C=CC=C1)C1=CC(=CN=N1)N1CCC(CC1)(C(=O)N1CC2(CN(C2)CC2CCN(CC2)C2=CC=C(C=C2)[C@@H]2C(NC(CC2)=O)=O)C1)C1=C(C=CC=C1)C |r| RAC-(3R)-3-(4-{4-[(6-{1-[6-(2-HYDROXYPHENYL)PYRIDAZIN-4-YL]-4-(2-METHYLPHENYL)PIPERIDINE-4-CARBONYL}-2,6-DIAZASPIRO[3.3]HEPTAN-2-YL)METHYL]PIPERIDIN-1-YL}PHENYL)PIPERIDINE-2,6-DIONE